4-((2-(2-(2-(2-Aminoethoxy)ethoxy)ethoxy)ethyl)amino)-2-methyl-N-(5-methylthiazol-2-yl)benzamide NCCOCCOCCOCCNC1=CC(=C(C(=O)NC=2SC(=CN2)C)C=C1)C